S1C=C(C=C1)CC(=O)O 3-thiopheneacetic Acid